4-chloro-N-[(1S,2S)-2-hydroxycyclohexyl]benzamide ClC1=CC=C(C(=O)N[C@@H]2[C@H](CCCC2)O)C=C1